C(C)OC(=O)C=1C=C(C=NC1C)B(O)O 5-(ETHOXYCARBONYL)-6-METHYLPYRIDINE-3-BORONIC ACID